6-chloro-N-(4,5-dimethylisoxazol-3-yl)-1H-indole-3-sulfonamide ClC1=CC=C2C(=CNC2=C1)S(=O)(=O)NC1=NOC(=C1C)C